1-((5-(5-(difluoromethyl)-1,3,4-oxadiazole-2-yl)pyridine-2-yl)methyl)-6-fluoro-3-(1-methylpiperidine-4-yl)-5-(1H-pyrazole-4-yl)-1,3-dihydro-2H-benzo[d]imidazole-2-one FC(C1=NN=C(O1)C=1C=CC(=NC1)CN1C(N(C2=C1C=C(C(=C2)C=2C=NNC2)F)C2CCN(CC2)C)=O)F